(R)-ethyl 2-(2-((tert-butoxycarbonyl)amino)-2-(4-((trimethylsilyl)ethynyl)phenyl)ethoxy)acetate C(C)(C)(C)OC(=O)N[C@@H](COCC(=O)OCC)C1=CC=C(C=C1)C#C[Si](C)(C)C